O1C(C1)COC1=CC=C(C=C1)C(C)(C)C1=CC=C(C=C1)C(C)(C1=CC=C(C=C1)OCC1OC1)C1=CC=C(C=C1)OCC1OC1 2,2'-(((((1-(4-(2-(4-(oxiran-2-ylmethoxy)phenyl)propan-2-yl)phenyl)ethane-1,1-diyl)bis(4,1-phenylene))bis(oxy))bis(methylene))bis(oxirane))